(4S*)-methyl 4-(2-chloro-3,4-difluorophenyl)-6-((2R,3R,4R,5S)-4-(methoxycarbonyl)cuban-1-yl)-2-(thiazol-2-yl)-1,4-dihydropyrimidine-5-carboxylate ClC1=C(C=CC(=C1F)F)[C@H]1N=C(NC(=C1C(=O)OC)C12C3C4C5(C3C1C5C24)C(=O)OC)C=2SC=CN2 |o1:9|